C(C1=CC=CC=C1)O[C@H]1C(N([C@@H]([C@@H]1OCC1=CC=CC=C1)[C@@H](COCC1=CC=CC=C1)OCC1=CC=CC=C1)O)P(C1=CC=CC=C1)(C1=CC=CC=C1)=O ((3R,4S,5R)-3,4-bis(benzyloxy)-5-((S)-1,2-bis(benzyloxy)ethyl)-1-hydroxypyrrolidin-2-yl)diphenylphosphine oxide